COCC=1C=2N(N=C(C1C)N1CC=3C=C(C=NC3CC1)C(F)(F)F)C(C=CN2)=O 9-(methoxymethyl)-8-methyl-7-(3-(trifluoromethyl)-7,8-dihydro-1,6-naphthyridin-6(5H)-yl)-4H-pyrimido[1,2-b]pyridazin-4-one